1,4-bis(3-carboxy-4-hydroxyphenylvinyl)benzeneoleic acid selenium [Se].C(=O)(O)C=1C=C(C=CC1O)C=CC1(CC=C(C=C1)C=CC1=CC(=C(C=C1)O)C(=O)O)CCCCCCCC\C=C/CCCCCCCC(=O)O